Bis(tert-butylperoxy)-diisopropylbenzol C(C)(C)(C)OOC1=C(C(=C(C=C1)C(C)C)C(C)C)OOC(C)(C)C